2-[4-[[(3R)-3-piperidinyl]amino]phthalazin-1-yl]-5-(trifluoromethyl)phenol N1C[C@@H](CCC1)NC1=NN=C(C2=CC=CC=C12)C1=C(C=C(C=C1)C(F)(F)F)O